5-[3-(5-acetyl-3,4,6,7-tetrahydroimidazo[4,5-c]pyridin-2-yl)chroman-6-yl]oxy-3,4-dihydro-1H-1,8-naphthyridin-2-one C(C)(=O)N1CC2=C(CC1)N=C(N2)C2COC1=CC=C(C=C1C2)OC2=C1CCC(NC1=NC=C2)=O